C(C)(C)(C)OC(=O)N1[C@@H]2[C@@H]([C@@H](C[C@H]1CCC2)N(C)C=2N=NC(=CN2)C2=C(C=C(C=C2)C=2C=NN(C2)C)OCOC)F (1S,2R,3R,5R)-2-fluoro-3-((6-(2-(methoxymethyloxy)-4-(1-methyl-1H-pyrazol-4-yl)phenyl)-1,2,4-triazin-3-yl)(methyl)amino)-9-azabicyclo[3.3.1]Nonane-9-carboxylic acid tert-butyl ester